N-[5-[(5-cyclopropylpyrimidin-2-yl)carbamoyl]-4-fluoro-2-methylphenyl]-2-methyl-1,3-thiazole-5-carboxamide C1(CC1)C=1C=NC(=NC1)NC(=O)C=1C(=CC(=C(C1)NC(=O)C1=CN=C(S1)C)C)F